BrC=1C=C2C(N(C(=NC2=CC1)C(CCC)N1CCN(CCC1)C)CC(=O)O)=O (6-bromo-2-(1-(4-methyl-1,4-diazepan-1-yl)butyl)-4-oxoquinazolin-3(4H)-yl)acetic acid